P(=O)(OCCCCCCOC(C(=C)C)=O)(OCCCCCCOC(C(=C)C)=O)[O-] bis-(methacryloxyhexyl) phosphate